tricyclo[6.2.1.01,8]Undec-4-ene C123CCC=CCCC1(CC2)C3